(R)-2-amino-3-(4-dihydroxyboryl-2,5-difluorophenyl)-2-methylpropanoic acid N[C@@](C(=O)O)(CC1=C(C=C(C(=C1)F)B(O)O)F)C